2-cycloheptyl-isoindol-1-one C1(CCCCCC1)N1C(C2=CC=CC=C2C1)=O